O[C@H](CCNC(=O)N1CC=2C=NC=CC2C1)CN1CCC(=CC1)C1=C(C=CC=C1)OC (R)-N-(3-Hydroxy-4-(4-(2-methoxyphenyl)-3,6-dihydropyridin-1(2H)-yl)butyl)-1,3-dihydro-2H-pyrrolo[3,4-c]pyridine-2-carboxamide